Bis-(4-tert-butylphenyl)-iodonium hexafluorophosphat F[P-](F)(F)(F)(F)F.C(C)(C)(C)C1=CC=C(C=C1)[I+]C1=CC=C(C=C1)C(C)(C)C